diethylen glycol methyl ether COCCOCCO